(2R,3S)-1-(diphenylmethyl)-2-methylacridan-3-ol C1(=CC=CC=C1)C(C1=C(C(=CC=2NC3=CC=CC=C3CC12)O)C)C1=CC=CC=C1